2-methoxyethyl 4-(((3R,4R)-1-(2-cyanoacetyl)-4-methylpiperidin-3-yl)amino)-1H-pyrrolo[2,3-b]pyridine-5-carboxylate C(#N)CC(=O)N1C[C@@H]([C@@H](CC1)C)NC1=C2C(=NC=C1C(=O)OCCOC)NC=C2